C(C1=CC=C(C(=O)OCC2CO2)C=C1)(=O)OCC1CO1 terephthalic acid, diglycidyl ester